(1-(6-chloro-4-methylpyridin-3-yl)ethyl)-1-methyl-1H-pyrazole-5-carboxylic acid ClC1=CC(=C(C=N1)C(C)C1=NN(C(=C1)C(=O)O)C)C